C(C)(=O)OCC(CCC(CC)C)C 2,5-DIMETHYLHEPTYL ACETATE